3-(1-(2-(trifluoromethyl)phenyl)ethoxy)thiophene-2-carboxamide FC(C1=C(C=CC=C1)C(C)OC1=C(SC=C1)C(=O)N)(F)F